CS(=O)(=O)OC1CNCCO1 morpholin-2-yl methylsulfonate